N-[4-[(6,7-Dimethoxy-1,5-naphthyridin-4-yl)oxy]-3-fluorophenyl]-5-(4-fluorophenyl)-1-(2-morpholin-4-ylethyl)-4-oxopyridine-3-carboxamide COC=1N=C2C(=CC=NC2=CC1OC)OC1=C(C=C(C=C1)NC(=O)C1=CN(C=C(C1=O)C1=CC=C(C=C1)F)CCN1CCOCC1)F